ClC1=C(C(=CC=C1)F)N1C(C2=CC(=C(C=C2C(=N1)C(C)C)N1N=C(N(C1=O)CC)CO)F)=O 2-(2-Chloro-6-fluorophenyl)-6-(4-ethyl-3-(hydroxymethyl)-5-oxo-4,5-dihydro-1H-1,2,4-triazol-1-yl)-7-fluoro-4-isopropylphthalazin-1(2H)-one